2,7-dibromo-9,9-dioctadecyl-9H-fluorene BrC1=CC=2C(C3=CC(=CC=C3C2C=C1)Br)(CCCCCCCCCCCCCCCCCC)CCCCCCCCCCCCCCCCCC